methyl 6-amino-2-(3-fluoro-4-iodophenyl)-5-methoxypyrimidine-4-carboxylate NC1=C(C(=NC(=N1)C1=CC(=C(C=C1)I)F)C(=O)OC)OC